COCC1=NC(=NO1)C=1C=C2CC[C@H](C2=CC1)NC(C1=CC(=NC=C1)C)=O (R)-N-(5-(5-(methoxymethyl)-1,2,4-oxadiazol-3-yl)-2,3-dihydro-1H-inden-1-yl)-2-methylisonicotinamide